4-(4-(2-(1,3-dioxoisoindolin-2-yl)ethyl)-1,4-diazepan-1-yl)-6,7-dimethoxyquinoline-3-carbonitrile O=C1N(C(C2=CC=CC=C12)=O)CCN1CCN(CCC1)C1=C(C=NC2=CC(=C(C=C12)OC)OC)C#N